1-((2R,4S,5R)-4-hydroxy-5-(hydroxymethyl)tetrahydrofuran-2-yl)tetrahydropyrimidin-2(1H)-one O[C@H]1C[C@@H](O[C@@H]1CO)N1C(NCCC1)=O